P(O)(=O)(OP(=O)(O)OP(=O)(O)O)OC[C@@H]1[C@H](C[C@@H](O1)N1C(=O)NC(=O)C(=C1)Br)O.FC(C(=O)NCC1=C(C(=C(C=C1)C(F)(F)F)C=1NC(C=C(N1)C1=NC=C(C=C1)C(F)(F)F)=O)F)(C)F 2,2-difluoro-N-(2-fluoro-3-{6-oxo-4-[5-(trifluoromethyl)pyridin-2-yl]-1,6-dihydropyrimidin-2-yl}-4-(trifluoromethyl)benzyl)propanamide 5-Bromo-2'-deoxyuridine-5'-triphosphate